n-methyl-4,8-dihydroxy-1,2,3,4-tetrahydroisoquinoline CN1CC2=C(C=CC=C2C(C1)O)O